5-methyl-2H,3H-furo[2,3-b]pyridin-6-ylpent-2-ynamide CC=1C=C2C(=NC1C(C#CC(=O)N)C)OCC2